ethyl 1-[3-(2-azaspiro[3.4]octan-2-yl)propyl]-2-oxo-6-(trifluoromethyl)pyridine-3-carboxylate C1N(CC12CCCC2)CCCN2C(C(=CC=C2C(F)(F)F)C(=O)OCC)=O